C1(=CC=CC=C1)C1=CN=C(O1)NC=1C=C(C#N)C=CC1 3-[(5-Phenyl-1,3-oxazol-2-yl)amino]benzonitrile